Cl[Ru-6](=CC1=CC=CC=C1)(=C1N(CCN1C1=C(C=C(C=C1C)C)C)C1=C(C=C(C=C1C)C)C)(=C1N(CCN1C1=C(C=C(C=C1C)C)C)C1=C(C=C(C=C1C)C)C)Cl dichlorobis[1,3-bis(2,4,6-trimethylphenyl)-2-imidazolidinylidene](benzylidene)ruthenium (II)